2-methylene-4-oxo-4-((4-(4-(trifluoromethyl)phenyl)tetrahydro-2H-pyran-4-yl)oxy)butanoic acid C=C(C(=O)O)CC(OC1(CCOCC1)C1=CC=C(C=C1)C(F)(F)F)=O